N-cyclohexyl-N'-4-methylphenyl-2-methyl-1,4-phenylenediamine C1(CCCCC1)NC1=C(C=C(C=C1)NC1=CC=C(C=C1)C)C